Cl.ClCCCCCCN 6-chlorohexylamine HCl